ethyl 2-(2-((5-bromo-1-isopropyl-1H-indazol-3-yl)(phenyl)methoxy)phenyl)acetate BrC=1C=C2C(=NN(C2=CC1)C(C)C)C(OC1=C(C=CC=C1)CC(=O)OCC)C1=CC=CC=C1